heneicosyl eicosanoate C(CCCCCCCCCCCCCCCCCCC)(=O)OCCCCCCCCCCCCCCCCCCCCC